dimethyl (Z)-but-2-enediate C(\C=C/C(=O)OC)(=O)OC